C(C=C)(=O)N1CCN(CC1)C1(CCC(CC1)(F)F)C1=CC=C(C=C1)[C@H](C)NC1=NC=C2C=CC(N(C2=C1)C(C)C)=O 7-{[(1S)-1-{4-[1-(4-Acryloylpiperazin-1-yl)-4,4-difluorocyclohexyl]Phenyl}ethyl]Amino}-1-(prop-2-yl)-1,6-naphthyridin-2(1H)-one